Methyl 8,8-bis((3-methoxy-3-oxopropoxy)methyl)-3,6-dioxo-1-phenyl-2,10-dioxa-4,7-diazatridecan-13-oate COC(CCOCC(NC(CNC(OCC1=CC=CC=C1)=O)=O)(COCCC(=O)OC)COCCC(OC)=O)=O